CC1=NOC(=C1C(=O)O)C 3,5-dimethylisoxazole-4-carboxylic acid